(S)-5-(2-ethoxy-3-pyridyl)-N-[(2-methoxy-4-pyridyl)methyl]-3-methyl-1-[1-methylpropyl]pyrazolo[4,3-b]pyridin-7-amine C(C)OC1=NC=CC=C1C1=CC(=C2C(=N1)C(=NN2[C@H](CC)C)C)NCC2=CC(=NC=C2)OC